3-bromo-6-{[4-(5-methyl-1H-imidazol-2-yl)piperidin-1-yl]carbonyl}-1H-indole BrC1=CNC2=CC(=CC=C12)C(=O)N1CCC(CC1)C=1NC(=CN1)C